C(#N)C1(CC1)NS(=O)(=O)C=1C=C(C=2N(C1)C(=NC2)C=2SC(=NN2)C(F)(F)F)N2CCN(CC2)C([C@@H]2NCCC2)=O (R)-N-(1-cyanocyclopropyl)-8-(4-prolylpiperazin-1-yl)-3-(5-(trifluoromethyl)-1,3,4-thiadiazol-2-yl)imidazo[1,5-a]pyridine-6-sulfonamide